2-(3-ethoxy-2-oxocyclohex-3-en-1-yl)-2-oxoacetic acid ethyl ester C(C)OC(C(=O)C1C(C(=CCC1)OCC)=O)=O